C(C1=CC=CC=C1)OC(=O)NCC(=O)NCC(=O)OC(C)(C)C tert-butyl ((benzyloxy)carbonyl)glycylglycinate